CN(C=1SC(=C(N1)C1=CC=CC=C1)OC1=CC(=NC=C1)NC=1C=C(C(=O)N)C=CC1)C 3-((4-((2-(Dimethylamino)-4-phenylthiazol-5-yl)oxy)pyridin-2-yl)amino)benzamide